C(\C=C/CCCCCCCCCCCCC)(=O)O (Z)-hexadecenoic acid